BrC1=C2C[C@@H](N[C@H](C2=CC=C1)C)CO[Si](C)(C)C(C)(C)C [(1S,3R)-5-Bromo-1-methyl-1,2,3,4-tetrahydroisoquinolin-3-yl]methoxy-tert-butyl-dimethylsilane